sodium 3-methylenecyclobutane-1-thiolate C=C1CC(C1)[S-].[Na+]